z-3-hexenoyl-CoA C(C\C=C/CC)(=O)SCCNC(CCNC([C@@H](C(COP(OP(OC[C@@H]1[C@H]([C@H]([C@@H](O1)N1C=NC=2C(N)=NC=NC12)O)OP(=O)(O)O)(=O)O)(=O)O)(C)C)O)=O)=O